4,5-dichloro-1-((2-(trimethylsilyl)ethoxy)methyl)-1H-indol-2-carboxylic acid ClC1=C2C=C(N(C2=CC=C1Cl)COCC[Si](C)(C)C)C(=O)O